(S)-N-(1-(3-(tert-butyl)phenyl)ethyl)-1-(cyclobutylmethyl)-2-methyl-1H-indole-6-carboxamide C(C)(C)(C)C=1C=C(C=CC1)[C@H](C)NC(=O)C1=CC=C2C=C(N(C2=C1)CC1CCC1)C